1-(3-chlorophenyl)-1-(4-(4,4,5,5-tetramethyl-1,3,2-dioxaborolan-2-yl)phenyl)ethanol ClC=1C=C(C=CC1)C(C)(O)C1=CC=C(C=C1)B1OC(C(O1)(C)C)(C)C